C1(CCCC1)C(O)C=1N=C2N(N1)[C@@H](C[C@@H]2F)C2=CC=CC=C2 cis-cyclopentyl-(7-fluoro-5-phenyl-6,7-dihydro-5H-pyrrolo[1,2-b][1,2,4]triazol-2-yl)methanol